dineopentyl-2,2-diisobutylsuccinate C(C(C)(C)C)OC(C(CC(=O)OCC(C)(C)C)(CC(C)C)CC(C)C)=O